Ethoxyglycerin triacrylate C(C=C)(=O)OC(C(OC(C=C)=O)COC(C=C)=O)OCC